Allyl 2-acetamido-3,6-di-O-pivaloyl-2-deoxy-α-D-glucopyranoside C(C)(=O)N[C@H]1[C@@H](OCC=C)O[C@@H]([C@H]([C@@H]1OC(C(C)(C)C)=O)O)COC(C(C)(C)C)=O